BrC=1C=C(CC2(CCC2)C#N)C=CC1 1-(3-bromobenzyl)cyclobutane-1-carbonitrile